2-(2-(2,6-diphenylpyrimidin-4-yl)-3,4,5,6-tetrakis(5H-pyrido[4,3-b]indol-5-yl)phenyl)benzo[d]thiazole C1(=CC=CC=C1)C1=NC(=CC(=N1)C1=C(C(=C(C(=C1N1C2=C(C=3C=CC=CC13)C=NC=C2)N2C1=C(C=3C=CC=CC23)C=NC=C1)N1C2=C(C=3C=CC=CC13)C=NC=C2)N2C1=C(C=3C=CC=CC23)C=NC=C1)C=1SC2=C(N1)C=CC=C2)C2=CC=CC=C2